C1=CC=CCCCC1.[Ni] nickel (cyclooctadiene)